[(6Ar,10aR)-1-hydroxy-6,6-dimethyl-3-(2-methylnonan-2-yl)-6a,7,10,10a-tetrahydrobenzo[c]chromen-9-yl]methyl nitrate [N+](=O)(OCC=1C[C@@H]2[C@H](C(OC3=CC(=CC(=C23)O)C(C)(CCCCCCC)C)(C)C)CC1)[O-]